tert-Butyl 2,2-dimethyl-4-[4-[(6-sulfamoyl-3-pyridyl)amino]butyl]pyrrolidine-1-carboxylate CC1(N(CC(C1)CCCCNC=1C=NC(=CC1)S(N)(=O)=O)C(=O)OC(C)(C)C)C